tri(isooctyl)cyclohexane-1,3,5-tripropionate C(CCCCC(C)C)OC(CCC1CC(CC(C1)CCC(=O)OCCCCCC(C)C)CCC(=O)OCCCCCC(C)C)=O